(R)-4-(7-chloro-10-(3-(4-chloro-3,5-dimethylphenoxy)propyl)-3-ethyl-1-oxo-6-(1,3,5-trimethyl-1H-pyrazol-4-yl)-3,4-dihydropyrazino[1,2-a]indol-2(1H)-yl)benzoic Acid ClC=1C=CC=2C(=C3N(C2C1C=1C(=NN(C1C)C)C)C[C@H](N(C3=O)C3=CC=C(C(=O)O)C=C3)CC)CCCOC3=CC(=C(C(=C3)C)Cl)C